CC(CCN1C(N(C(C1=O)=O)C1CC2(CC(C2)OC2=NC=CC=C2C(=O)N)C1)=O)C 2-{[(αR)-6-[3-(3-methylbutyl)-2,4,5-trioxo-imidazolidin-1-yl]spiro[3.3]-heptan-2-yl]oxy}-pyridine-3-carboxamide